C1(CC1)OC1=CC=C(C=C1)C1=CC=C(C=C1)C(C)=O 1-(4'-cyclopropoxy-[1,1'-biphenyl]-4-yl)ethan-1-one